C(C)(C)C1CC=2C=C(C(=NC2C2N1C=C(C(C2)=O)C(=O)OCC)OC)OCCCOC Ethyl 6-isopropyl-2-methoxy-3-(3-methoxypropoxy)-10-oxo-5,10,11,11a-tetrahydro-6H-pyrido[1,2-h][1,7]naphthyridine-9-carboxylate